(S)-N-(cyanomethyl)-4-(2-((1-(1-(2,2-dimethylcyclopropanecarbonyl)piperidin-4-yl)-1H-pyrazol-4-yl)amino)-5-methylpyrimidin-4-yl)benzamide C(#N)CNC(C1=CC=C(C=C1)C1=NC(=NC=C1C)NC=1C=NN(C1)C1CCN(CC1)C(=O)[C@@H]1C(C1)(C)C)=O